1-Benzyl-4-(2-ethyloxoethyl)-1H-pyrazole-3-carboxylic acid ethyl ester C(C)OC(=O)C1=NN(C=C1CC(CC)=O)CC1=CC=CC=C1